O1N=C(C2=C1C=CC=C2)C2=C(C=CC=C2)[C@H](C(C)C2=NC=CC=C2)N[S@@](=O)C(C)(C)C (S)-N-{(1S)-1-[2-(benzo[d]isoxazol-3-yl)phenyl]-2-(pyridine-2-yl)propyl}-2-methylpropane-2-sulfinamide